3-Fluoro-5-[({1-[2-fluoro-4-(trifluoromethyl)phenyl]cyclopropyl}carbonyl)amino]-2-[6-(trifluoromethyl)pyridin-3-yl]benzoic acid FC=1C(=C(C(=O)O)C=C(C1)NC(=O)C1(CC1)C1=C(C=C(C=C1)C(F)(F)F)F)C=1C=NC(=CC1)C(F)(F)F